(S)-11-((R)-1-(cyclohexyl)pyrrolidin-3-yl)-4-ethyl-8-fluoro-4-hydroxy-1H-pyrano[3',4':6,7]indolizino[2,1-b]quinoline-3,6,14(4H,11H,12H)-trione C1(CCCCC1)N1C[C@@H](CC1)N1C2=C(C(C3=CC(=CC=C13)F)=O)C1=CC3=C(C(N1C2)=O)COC([C@]3(O)CC)=O